C(C)OC1=CC=C(C2=C1OC(O2)(F)F)[C@H]2[C@@H](O[C@]([C@H]2C)(C(F)(F)F)C)C(=O)NC2=CC(=NC=C2)C(=O)N |o1:14,15,17,18| rel-4-((2R,3S,4S,5R)-3-(7-ethoxy-2,2-difluorobenzo[d][1,3]dioxol-4-yl)-4,5-dimethyl-5-(trifluoromethyl)tetrahydrofuran-2-carboxamido)pyridineamide